N-(4-(N-(quinolin-8-yl)sulfamoyl)phenyl)acetamide N1=CC=CC2=CC=CC(=C12)NS(=O)(=O)C1=CC=C(C=C1)NC(C)=O